(R)-N-((S)-1-(((6-amino-2-methylpyridin-3-yl)methyl)amino)-1-oxopropan-2-yl)-4-(naphthalen-1-yl)piperazine-2-carboxamide dihydrochloride Cl.Cl.NC1=CC=C(C(=N1)C)CNC([C@H](C)NC(=O)[C@@H]1NCCN(C1)C1=CC=CC2=CC=CC=C12)=O